C(C1=CC=CC=C1)N1CN(C(=C1)C)C 1-benzyl-3,4-dimethyl-imidazole